C(#CCCCCCCCC)O decynyl alcohol